3-(ethylcarbamoyl)benzoic acid [3-(3-ethyl-4-oxo-spiro[6,8-dihydro-5H-pyrazolo[4,3-c]azepin-7,4'-tetrahydropyran]-1-yl)-2,2-dimethyl-propyl] ester C(C)C1=NN(C2=C1C(NCC1(CCOCC1)C2)=O)CC(COC(C2=CC(=CC=C2)C(NCC)=O)=O)(C)C